3-(1-acryloylpiperidin-3-yl)-4-amino-1-(3-chloro-4-(pyridin-2-ylmethoxy)phenyl)-1H-pyrazole-5-carboxamide C(C=C)(=O)N1CC(CCC1)C1=NN(C(=C1N)C(=O)N)C1=CC(=C(C=C1)OCC1=NC=CC=C1)Cl